(S)-7-(3-methyl-1H-pyrrolo[2,3-b]pyridin-5-yl)-2-(methylsulfonyl)-5-(pyrrolidin-2-yl)-1,2,3,4-tetrahydroisoquinoline CC1=CNC2=NC=C(C=C21)C2=CC(=C1CCN(CC1=C2)S(=O)(=O)C)[C@H]2NCCC2